FC=1C=C(C(=C2C=C(NC12)S(=O)(=O)N1[C@@H]2[C@H](CC1)COCC2)C2=NN(C=N2)C)C (3aS,7aS)-1-((7-fluoro-5-methyl-4-(1-methyl-1H-1,2,4-triazol-3-yl)-1H-indol-2-yl)sulfonyl)octahydropyrano[4,3-b]pyrrole